C(C)(C)(C)OC(=O)N1CC2(CC2)C(C1CC=1C=C(C=CC1)C1=CC=CC=C1)N 6-([1,1'-biphenyl]-3-ylmethyl)-7-amino-5-azaspiro[2.4]heptane-5-carboxylic acid tert-butyl ester